C(CCC)(=O)OC1=CC=C(C=C1)[N+](=O)[O-] L-4-nitrophenyl butyrate